2-([1,4]Dioxan-2-ylmethoxy)-9-(5-phenyl-oxazol-2-ylmethoxy)-6,7-dihydro-pyrimido[6,1-a]isoquinolin-4-one O1C(COCC1)COC1=NC(N2C(C3=CC=C(C=C3CC2)OCC=2OC(=CN2)C2=CC=CC=C2)=C1)=O